2-(4-methyl-1,2,5-oxadiazol-3-yl)-1-(4-(3-(2-(trifluoromethoxy)phenyl)-1,2,4-oxadiazol-5-yl)piperidin-1-yl)ethan-1-one CC=1C(=NON1)CC(=O)N1CCC(CC1)C1=NC(=NO1)C1=C(C=CC=C1)OC(F)(F)F